3-methacryloxy-n-propyltrimethoxysilane C(C(=C)C)(=O)OCCC[Si](OC)(OC)OC